N-(3,4-difluorobenzyl)-4-formylbenzamide FC=1C=C(CNC(C2=CC=C(C=C2)C=O)=O)C=CC1F